O=C1CC(=NN1)N1C(C2=CC=CC=C2C1=O)=O 2-(5-oxo-4,5-dihydro-1H-pyrazol-3-yl)isoindoline-1,3-dione